FC(C(=O)O)(F)F.FC(C=1C2=C(N(N1)CC(=O)N)C([C@H]1[C@@H]2C1)(F)F)F 2-((3bS,4aR)-3-(difluoromethyl)-5,5-difluoro-3b,4,4a,5-tetrahydro-1H-cyclopropa[3,4]cyclopenta[1,2-c]pyrazol-1-yl)acetamide, Trifluoroacetic acid salt